3-methyl-1-(3-methylthiophene-2-carbonyl)-1,2,3,6-tetrahydropyridin CC1CN(CC=C1)C(=O)C=1SC=CC1C